N-(2-acetamido-6-(2-chloro-5-fluorophenyl)-7-(4-methoxybenzyl)-8-oxo-7,8-dihydro-6H-thiazolo[4,5-e]isoindol-5-yl)-3-fluoro-5-(trifluoromethyl)benzamide C(C)(=O)NC=1SC=2C(=C3C(N(C(C3=C(C2)NC(C2=CC(=CC(=C2)C(F)(F)F)F)=O)C2=C(C=CC(=C2)F)Cl)CC2=CC=C(C=C2)OC)=O)N1